2,2,2-Trichloroethyl (3,5-dimethyl-2-(trifluoromethyl)-6,7-dihydro-5H-cyclopenta[b]pyridin-4-yl)carbamate CC=1C(=C2C(=NC1C(F)(F)F)CCC2C)NC(OCC(Cl)(Cl)Cl)=O